FC1=CN=C(C=2N=CN([C@H]3[C@H](O)[C@H](O)[C@@H](CO)O3)C12)N 3-deaza-3-fluoroadenosine